4-[4-[[3-(3-Hydroxyphenyl)-5-(trifluoromethoxy)phenyl]methyl]piperazin-1-yl]-N-[4-(2-phenylsulfanylethylamino)-3-(trifluoromethyl)phenyl]sulfonylbenzamide OC=1C=C(C=CC1)C=1C=C(C=C(C1)OC(F)(F)F)CN1CCN(CC1)C1=CC=C(C(=O)NS(=O)(=O)C2=CC(=C(C=C2)NCCSC2=CC=CC=C2)C(F)(F)F)C=C1